C(C)(C)(C)OC(=O)NCCCCCCCN N-tert-butoxycarbonyl-1,7-diaminoheptane